NO (1R,2R)-Amino alcohol